β-L-glucosamine O[C@@H]1[C@@H](N)[C@H](O)[C@@H](O)[C@@H](O1)CO